C1(CC1)N1N=C(C(=C1)C=1C(=CC(N(C1)C)=O)C1=CC=C(C(=O)O)C=C1)C 4-[5-(1-cyclopropyl-methyl-1H-pyrazol-4-yl)-1-methyl-2-oxo-1,2-dihydro-pyridin-4-yl]-benzoic acid